BrC1=C(C(=C2C=NC(=NC2=C1F)F)N1CC=2N(CCCC1)N=C(C2)C(=O)N(C)C)Cl 5-(7-bromo-6-chloro-2,8-difluoro-quinazolin-5-yl)-N,N-dimethyl-6,7,8,9-tetrahydro-4H-pyrazolo[1,5-a][1,4]diazocine-2-carboxamide